N-(3-(5-(5-(2-cyclopentylethyl)-1,2,4-oxadiazol-3-yl)-1H-benzo[d]imidazol-1-yl)propyl)-2-methoxybenzamide C1(CCCC1)CCC1=NC(=NO1)C1=CC2=C(N(C=N2)CCCNC(C2=C(C=CC=C2)OC)=O)C=C1